C(C)S(=O)(=O)C1=CC=C(C=C1)CC(=O)NC=1C=CC2=C(N(C(=N2)CC2=CC=C(C=C2)S(=O)(=O)C)C(C)C)C1 (4-(ethylsulfonyl)phenyl)-N-(1-isopropyl-2-(4-(methylsulfonyl)benzyl)-1H-benzo[d]imidazol-6-yl)acetamide